C1(CC1)CN1CC2=CC(=CC=C2CC1)N(C=1C=CC(N(C1)C)=O)CCCC 5-((2-(cyclopropylmethyl)-1,2,3,4-tetrahydroisoquinolin-7-yl)(butyl)amino)-1-methylpyridin-2(1H)-one